2-(4-(3-isopropyl-2-(7-methylpyrazolo[1,5-a]pyridin-5-yl)-1H-indol-5-yl)piperidin-1-yl)-N-methylacetamide C(C)(C)C1=C(NC2=CC=C(C=C12)C1CCN(CC1)CC(=O)NC)C1=CC=2N(C(=C1)C)N=CC2